NC1=C(C#N)C=C(C=N1)Br 2-amino-5-bromo-nicotinonitrile